7-(1,10-phenanthrolin-2-yl)-1H-benzimidazole N1=C(C=CC2=CC=C3C=CC=NC3=C12)C1=CC=CC2=C1NC=N2